Cl.COC=1C=C(CC2CCNCC2)C=CC1 4-(3-methoxybenzyl)piperidine hydrochloride